C(C)OC(=O)C=1C(=NC(=CC1)[N+](=O)[O-])OCC ethoxy-6-nitropyridine-3-carboxylic acid ethyl ester